Cis-2-(2-oxabicyclo[2.1.1]hexan-4-yl)-N-(1-(2-fluorocyclopropyl)-2-oxo-1,2-dihydropyridin-3-yl)-7-isopropoxyimidazo[1,2-a]pyrimidine-6-carboxamide C12OCC(C1)(C2)C=2N=C1N(C=C(C(=N1)OC(C)C)C(=O)NC=1C(N(C=CC1)[C@H]1[C@H](C1)F)=O)C2